FC(C1=CC(=NC=C1)C1=NN2C(=NC=3C=CC=CC3C2=N1)N[C@H]1C(NCC1)=O)(F)F (3R)-3-({2-[4-(trifluoromethyl)pyridin-2-yl][1,2,4]triazolo[1,5-c]quinazolin-5-yl}amino)pyrrolidin-2-one